3-amino-2-hydroxy-N-(2-methyl-1-{[2-(trimethylsilyl)ethoxy]methyl}-1H-imidazol-4-yl)propionamide (S)-di-tert-butyl-(1-amino-13-oxo-3,6,9-trioxa-12-azaheptadecane-14,17-diyl)dicarbamate C(C)(C)(C)N(C(O)=O)[C@H](C(NCCOCCOCCOCCN)=O)CCCN(C(O)=O)C(C)(C)C.NCC(C(=O)NC=1N=C(N(C1)COCC[Si](C)(C)C)C)O